CC1=NC(=NC(=C1)C=1N=NNN1)N1CC(CC1)COC1=C(C=CC=C1)C(F)(F)F 4-methyl-6-(2H-tetrazol-5-yl)-2-(3-((2-(trifluoromethyl)phenoxy)methyl)pyrrolidin-1-yl)pyrimidine